C1(=CC=CC=C1)C1=C(C2=C([Se]C3=C2C=CC=C3)C=C1)C1=NN=NC(=C1C1=C(C=CC=C1)C1=CC=CC=C1)C1=C(C=CC=C1)C1=CC=CC=C1 Phenyl[bis(biphenylyl)triazinyl]dibenzoselenophene